diphenyl-[4-(phenylthio)phenyl]sulfonium tetrakis(pentafluorophenyl)borate FC1=C(C(=C(C(=C1[B-](C1=C(C(=C(C(=C1F)F)F)F)F)(C1=C(C(=C(C(=C1F)F)F)F)F)C1=C(C(=C(C(=C1F)F)F)F)F)F)F)F)F.C1(=CC=CC=C1)[S+](C1=CC=C(C=C1)SC1=CC=CC=C1)C1=CC=CC=C1